Sodium DL-tartaric acid C(C(O)C(O)C(=O)O)(=O)O.[Na]